CN1C(C2(C(C1=O)(C1=CC=CC=C1)C)CCN(CC2)C([C@@H](C(C)C)NC(C2=C(C=CC(=C2)C(F)(F)F)F)=O)=O)=O N-((2R)-1-(2,4-dimethyl-1,3-dioxo-4-phenyl-2,8-diazaspiro[4.5]decan-8-yl)-3-methyl-1-oxobutan-2-yl)-2-fluoro-5-(trifluoromethyl)benzamide